S1C(=CC=C1C(=O)OCC(CCCC)CC)C(=O)OCC(CCCC)CC di(2-ethylhexyl) 2,5-thiophenedicarboxylate